[Li+].[N-](F)F.O=S=O.O=S=O imidodisulfuryl fluoride lithium salt